5-[4'-chloro-2-(trifluoromethoxy)biphenyl-4-yl]-3,6-dihydro-2H-1,3,4-oxadiazin-2-one ClC1=CC=C(C=C1)C1=C(C=C(C=C1)C1=NNC(OC1)=O)OC(F)(F)F